undecenolactam C1(C=CCCCCCCCCN1)=O